NCC=1C=C(C=CC1)C1=CC(=CC(=C1)N1CCC2(CN(C2)C)CC1)COC1=C(C=CC=C1)CC(=O)O 2-(2-((3'-(aminomethyl)-5-(2-methyl-2,7-diazaspiro[3.5]nonan-7-yl)-[1,1'-biphenyl]-3-yl)methoxy)phenyl)acetic acid